N-(5-iodoquinolin-8-yl)benzamide-1-d Ethyl-5-((9-((tert-butoxycarbonyl)oxy)-8-methoxy-2,2-dimethyl-7-(3-methylbut-2-en-1-yl)-6-oxo-2H,6H-pyrano[3,2-b]xanthen-5-yl)oxy)pentanoate C(C)OC(CCCCOC1=C2C(=CC=3OC=4C=C(C(=C(C4C(C13)=O)CC=C(C)C)OC)OC(=O)OC(C)(C)C)OC(C=C2)(C)C)=O.IC2=C1C=CC=NC1=C(C=C2)NC(C2(CC=CC=C2)[2H])=O